N-acryloyloxyethyl-3,4,5,6-tetrahydrophthalimide C(C=C)(=O)OCCN1C(C2=C(C1=O)CCCC2)=O